ClN[C@@H](CC)C(=O)O chlorodemethylvaline